Cl.N1CCC(CC1)C1(CC1)C(=O)O 1-(piperidin-4-yl)cyclopropane-1-carboxylic acid hydrochloride